(1R,3S,5R)-N-(6-chloropyridin-2-yl)-5-methyl-2-azabicyclo[3.1.0]hexane-3-carboxamide ClC1=CC=CC(=N1)NC(=O)[C@H]1N[C@@H]2C[C@@]2(C1)C